C1=CC=CC=2C3=CC=CC=C3C(C12)OC(N(CCCS(NCCCS(=O)(=O)Cl)(=O)=O)C)=O (9H-fluoren-9-yl)methyl(3-(N-(3-(chlorosulfonyl)propyl)sulfamoyl)propyl)carbamate